tert-butyl 4-[4-[[2-(methoxymethyl)-6-nitrophenyl]methoxy]phenoxy]piperidine-1-carboxylate COCC1=C(C(=CC=C1)[N+](=O)[O-])COC1=CC=C(OC2CCN(CC2)C(=O)OC(C)(C)C)C=C1